[18F]fluorodeoxyglucose pyrimidine-2-carboxamido-piperidine-1-carboxylate N1=C(N=CC=C1)C(=O)NC1N(CCCC1)C(=O)O.[18F]C(=O)C[C@@H](O)[C@H](O)[C@H](O)CO